ClC1=C(C(=O)N2CCC(CC2)C(=O)NC[C@@H]([C@H]([C@@H]([C@@H](CO)O)O)O)O)C=CC(=C1)NC=1C=2N(C=CN1)C(=CN2)C2=CC(=C(C=C2)OC)F 1-(2-chloro-4-((3-(3-fluoro-4-methoxyphenyl)imidazo[1,2-a]pyrazin-8-yl)amino)benzoyl)-N-((2S,3R,4R,5R)-2,3,4,5,6-pentahydroxyhexyl)piperidine-4-carboxamide